3,3-bis(t-amylperoxy)butyric acid ethyl ester C(C)OC(CC(C)(OOC(C)(C)CC)OOC(C)(C)CC)=O